C(CCCCCCCCCCCCCCCCCCCC)OC(CCCCCN(CCCCCC(=O)O)CCCN(CCCCCC(OCCCCCCCCCCC)=C=O)CCO)=O.[Si](C)(C)(C(C)(C)C)OCC1=NC=CC=C1F ((tert-butyldimethylsilyl)oxy)methyl-3-fluoropyridine heneicosyl-6,6'-((3-((2-hydroxyethyl)(6-carbonyl-6-(undecyloxy)hexyl)amino)propyl)azanediyl)dihexanoate